5-methyl-2-((6-methylbenzo[c][1,2,5]thiadiazol-5-yl)amino)-8-(tetrahydro-2H-pyran-4-yl)-7,8-dihydropteridin-6(5H)-one CN1C=2C=NC(=NC2N(CC1=O)C1CCOCC1)NC1=CC=2C(=NSN2)C=C1C